O=C1NC(CCC1C1=CC=C(C=C1)C1CCN(CC1)C1CCN(CC1)C(=O)OC(C)(C)C)=O tert-butyl 4-[4-[4-(2,6-dioxo-3-piperidyl)phenyl]-1-piperidyl]-piperidine-1-carboxylate